COC1CN(C1)CC1=CC=C(C=C1)C1=CC2=C(CC3=C2NN=C3C3=CC=C2C=NN(C2=C3)C)S1 6-(4-((3-methoxyazetidin-1-yl)methyl)phenyl)-3-(1-methyl-1H-indazol-6-yl)-1,4-dihydrothieno[2',3':4,5]cyclopenta[1,2-c]pyrazole